C(CCCCCCCCC)N1N=C(N=C1)N N-decyl-3-amino-1,2,4-triazole